ClC1=CC=C(C(=C1NC(C=C)=O)[N+](=O)[O-])F N-(6-chloro-3-fluoro-2-nitrophenyl)prop-2-enamide